C(#C)[C@@H]1N(CCC1)C(=O)OC(C)(C)C tert-butyl (R)-2-ethynylpyrrolidine-1-carboxylate